3-(1'-(3-(oxazol-5-yl)benzyl)-6-oxo-6,8-dihydro-2H,7H-spiro[furo[2,3-e]isoindole-3,4'-piperidin]-7-yl)piperidine-2,6-dione O1C=NC=C1C=1C=C(CN2CCC3(CC2)COC2=C4CN(C(C4=CC=C23)=O)C2C(NC(CC2)=O)=O)C=CC1